CP(=O)(C)C1=CC=C2C(=C(C(N(C2=C1)C)=O)C#N)N1CCC(CC1)OC1=CC=C(C=C1)OC(F)(F)F 7-(dimethylphosphoryl)-1-methyl-2-oxo-4-{4-[4-(trifluoromethoxy)phenoxy]piperidin-1-yl}-1,2-dihydroquinoline-3-carbonitrile